ClC1=NC=C(C(=N1)NCC1=CC(=C(C(=C1)F)C=1N(C=C(N1)C(F)(F)F)C)F)N 2-chloro-N4-[[3,5-difluoro-4-[1-methyl-4-(trifluoromethyl)imidazol-2-yl]phenyl]methyl]pyrimidine-4,5-diamine